FC=1C=NC(=NC1)[C@@]12CC[C@H](C[C@H]2C1)OC[C@@H]1N([C@@H](C[C@@H]1NS(=O)(=O)C(F)(F)F)C)C(=O)OC methyl (2R,3S,5R)-2-((((1R,3R,6S)-6-(5-fluoropyrimidin-2-yl)bicyclo[4.1.0]heptan-3-yl)oxy)methyl)-5-methyl-3-((trifluoromethyl)sulfonamido)pyrrolidine-1-carboxylate